C1=NC=CC2=CC=CC(=C12)CO Isoquinolin-8-yl-methanol